(S)-4-(6-(1-methyl-1H-indazol-5-yl)-3-(pyrrolidin-3-ylmethyl)-3H-imidazo[4,5-c]pyridin-7-yl)benzonitrile CN1N=CC2=CC(=CC=C12)C1=C(C2=C(C=N1)N(C=N2)C[C@@H]2CNCC2)C2=CC=C(C#N)C=C2